P(O)(=O)(OP(=O)(O)OP(=O)(O)O)OC[C@@H]1[C@H](C[C@@H](O1)N1C(=O)NC(=O)C(=C1)C#CC)O.NC1=NC(=NC=2N1N=C(N2)C=2OC=CC2)NCCC2=CC=C(C=C2)NC(CCN2CCC2)=O N-(4-(2-((7-amino-2-(furan-2-yl)-[1,2,4]triazolo[1,5-a][1,3,5]triazin-5-yl)amino)ethyl)-phenyl)-3-(azetidin-1-yl)propanamide 5-Propynyl-2'-deoxyuridine-5'-triphosphate